dimethyladipimidate HCl Cl.COC(CCCCC(OC)=N)=N